Imidazo[1,2-a]pyrimidine-6-carboxylic acid 4-(3-amino-pyrrolidine-1-sulfonyl)-benzylamide NC1CN(CC1)S(=O)(=O)C1=CC=C(CNC(=O)C=2C=NC=3N(C2)C=CN3)C=C1